3-methyl-7-methylenenonane-1,6-diol CC(CCO)CCC(C(CC)=C)O